[C@H](C)(CC)[C@@H]1N(CC2=C(NC1=O)C=CC=C2)C(=O)N[C@H]2C(NCCC2)=O (S)-3-((S)-sec-butyl)-2-oxo-N-((R)-2-oxopiperidin-3-yl)-1,2,3,5-tetrahydro-4H-benzo[e][1,4]diazepine-4-carboxamide